(R)-N-(2-(4-Cyanothiazolidin-3-yl)-2-oxoethyl)-6-(2,2-dimethyl-3-oxomorpholino)quinoline-4-carboxamide C(#N)[C@H]1N(CSC1)C(CNC(=O)C1=CC=NC2=CC=C(C=C12)N1C(C(OCC1)(C)C)=O)=O